2-(4-(aminomethyl)-2-fluorophenyl)-N-(3-(diethylamino)propyl)benzo[d]imidazo[2,1-b]thiazole-7-carboxamide diformate C(=O)O.C(=O)O.NCC1=CC(=C(C=C1)C=1N=C2SC3=C(N2C1)C=CC(=C3)C(=O)NCCCN(CC)CC)F